ClC1=NC=C(C(=C1)C1=NOC[C@H](N1)C=1SC(=CC1)C)OC1=CC(=CC=C1)C(F)(F)F |r| rac-(5S)-3-[2-chloro-5-[3-(trifluoromethyl)phenoxy]-4-pyridyl]-5-(5-methyl-2-thienyl)-5,6-dihydro-4H-1,2,4-oxadiazine